C(C)(=O)C1=C(C=CC(=C1)Cl)NC(C1=NC=CC=C1)=O N-(2-acetyl-4-chlorophenyl)picolinamide